N,N-Dimethyldodecylamine oxide C[N+](C)(CCCCCCCCCCCC)[O-]